NC(CC(=O)OC(C)C)C isopropyl 3-aminobutyrate